ClC1=CC=C(C=C1)C=1N=C(N2C1[C@H](N(CC2)C(=O)C2=CC=C(C=C2)F)C)C2=NC(=NS2)C (R)-(1-(4-Chlorophenyl)-8-methyl-3-(3-methyl-1,2,4-thiadiazol-5-yl)-5,6-dihydroImidazo[1,5-a]pyrazin-7(8H)-yl)(4-fluorophenyl)methanone